(3R)-3-({1-cyclopentyl-5-[2-(trifluoromethyl)phenyl]-1H-pyrazol-3-yl}formamido)-4-(3,3-difluoropiperidin-1-yl)butanoic acid C1(CCCC1)N1N=C(C=C1C1=C(C=CC=C1)C(F)(F)F)C(=O)N[C@H](CC(=O)O)CN1CC(CCC1)(F)F